CC=1C(=CC(OC1C)=C=O)O 5,6-dimethyl-4-hydroxy-2-carbonyl-pyran